3-bromo-8-[[4-(trifluoromethyl)phenyl]methyl]-1-oxa-2,8-diazaspiro[4.5]dec-2-ene BrC1=NOC2(C1)CCN(CC2)CC2=CC=C(C=C2)C(F)(F)F